N-((R)-pyrrolidin-3-yl)formamidin N1C[C@@H](CC1)NC=N